FC=1C=C2C(N(C(=NC2=C(C1)[C@@H](C)NS(=O)(=O)C(C)(C)C)C1=NC=C(C=C1)F)C[2H])=O N-((R)-1-(6-fluoro-2-(5-fluoropyridin-2-yl)-3-deuteromethyl-4-oxo-3,4-dihydroquinazolin-8-yl)ethyl)-2-methylpropane-2-sulfonamide